O(CCOCCO)CCOCCO (Oxybis(ethane-2,1-diyl)bis(oxy))bis(ethan-1-ol)